O[C@H]1CCOC2=CC=C(C=C12)C(=O)OC methyl (S)-4-hydroxychromane-6-carboxylate